CC1=CC=C(C=C1)S(=O)(=O)N/N=C\1/CC(CCC1)=O 4-methyl-N-[(E)-(3-oxocyclohexylidene)amino]benzenesulfonamide